2-methyl-2-[(2-nitrophenyl)sulfonylamino]propionic acid CC(C(=O)O)(C)NS(=O)(=O)C1=C(C=CC=C1)[N+](=O)[O-]